(2-amino-3,5-dibromobenzyl)-3-trifluoromethyl-adamantan-1-amine NC1=C(CC2C3(CC4CC(CC2(C4)C(F)(F)F)C3)N)C=C(C=C1Br)Br